C(C1CO1)OCCC[Si](OC)(OC)OC 3-glycidoxypropyl-(trimethoxy)silane